C12CNCC(N1C1=C3CN(C(C3=CC=C1)=O)C1C(NC(CC1)=O)=O)C2 3-(4-(3,6-diazabicyclo[3.1.1]heptan-6-yl)-1-oxoisoindolin-2-yl)piperidine-2,6-dione